(S)-1-(6-(4-chloro-1H-pyrazol-1-yl)pyridin-3-yl)-N-methylethan-1-amine ClC=1C=NN(C1)C1=CC=C(C=N1)[C@H](C)NC